C(C=C)(=O)OC1=C(C=C(C=C1)[N+](=O)[O-])[N+](=O)[O-] 2,4-dinitrophenyl acrylate